FC=1C(=NC=CC1CN1C[C@@H](CC1)O)NC=1C(=C(C=CC1)C1=C(C(=CC=C1)C=1OC2=C(N1)C=C(C=C2C#N)C=O)C)C (R)-2-(3'-(3-fluoro-4-((3-hydroxypyrrolidin-1-yl)methyl)pyridin-2-ylamino)-2,2'-dimethylbiphenyl-3-yl)-5-formylbenzo[d]oxazole-7-carbonitrile